BrC1=C2C=NN(C2=CC(=C1C(CI)(F)F)C)C1OCCCC1 4-bromo-5-(1,1-difluoro-2-iodoethyl)-6-methyl-1-(tetrahydro-2H-pyran-2-yl)-1H-indazole